1-((5-(2-(1-(2-amino-5-bromopyridin-3-yloxy)ethyl)-4-fluorophenyl)-1-methyl-1H-pyrazol-4-yl)methyl)-1H-imidazole NC1=NC=C(C=C1OC(C)C1=C(C=CC(=C1)F)C1=C(C=NN1C)CN1C=NC=C1)Br